FC1(CCN(CC1)C1=NC(=CC(=N1)C1=NN=C(O1)C1=C(C=C(C=C1)NS(=O)(=O)CCO)N1CCC2(CC2)CC1)C)F N-(4-(5-(2-(4,4-Difluoropiperidin-1-yl)-6-methylpyrimidin-4-yl)-1,3,4-oxadiazol-2-yl)-3-(6-azaspiro[2.5]octan-6-yl)phenyl)-2-hydroxyethane-1-sulfonamide